(E)-3-(3-((1-(5-(3-(benzyloxy)-4-methoxyphenyl)-3-cyano-4-(4-cyano-3-fluorophenyl)pyridin-2-yl)piperidin-4-yl)amino)phenyl)acrylic acid C(C1=CC=CC=C1)OC=1C=C(C=CC1OC)C=1C(=C(C(=NC1)N1CCC(CC1)NC=1C=C(C=CC1)/C=C/C(=O)O)C#N)C1=CC(=C(C=C1)C#N)F